3-pentadecanoyl-tetrahydrofuran-2,5-dione C(CCCCCCCCCCCCCC)(=O)C1C(OC(C1)=O)=O